Cl.CC1(CC=CC=2C(=NC=NC12)N[C@H](CN1CCNCC1)C)NC 8,N8-dimethyl-N4-[(2S)-1-(piperazin-1-yl)propan-2-yl]quinazoline-4,8-diamine hydrochloride